ethyl 5-[[6-(difluoromethyl) pyridine-2-carbonyl]amino]-2-(3-hydroxy-3-methylbutyl)pyrazolo[1,5-a]pyridine-6-carboxylate FC(C1=CC=CC(=N1)C(=O)NC1=CC=2N(C=C1C(=O)OCC)N=C(C2)CCC(C)(C)O)F